(R)-1-(4,4-dimethylisochroman-1-yl)-N-methylmethanamine CC1(CO[C@H](C2=CC=CC=C12)CNC)C